1-(5-((2-(azetidin-3-ylamino)-3-chloropyridin-4-yl)thio)-3-(hydroxymethyl)pyrazin-2-yl)-4-methylpiperidin N1CC(C1)NC1=NC=CC(=C1Cl)SC=1N=C(C(=NC1)N1CCC(CC1)C)CO